(1R,2R)-2-fluoro-N-(3-(6-((S)-1-hydroxypropyl)-4-methylpyridin-3-yl)-2-(morpholine-4-carbonyl)-1,6-naphthyridin-7-yl)cyclopropane-1-carboxamide F[C@H]1[C@H](C1)C(=O)NC1=NC=C2C=C(C(=NC2=C1)C(=O)N1CCOCC1)C=1C=NC(=CC1C)[C@H](CC)O